FC(CCCCCCC(NO)=N)(C)F 8,8-difluoro-N-hydroxynonanimidamide